2-amino-1,3,5-benzenetricarboxylate NC1=C(C=C(C=C1C(=O)[O-])C(=O)[O-])C(=O)[O-]